sebacic acid hexanediamine salt C(CCCCC)(N)N.C(CCCCCCCCC(=O)O)(=O)O